S(=O)(=O)(O)OC[C@@H](N)C(C)(C)C tertiary leucinol sulfate